6-(2,6-dichlorophenyl)-2-((3-(hydroxymethyl)phenyl)amino)-8-methyl-5-vinylpyrido[2,3-d]pyrimidin-7(8H)-one ClC1=C(C(=CC=C1)Cl)C1=C(C2=C(N=C(N=C2)NC2=CC(=CC=C2)CO)N(C1=O)C)C=C